6-chloro-3-(3-cyclopropyl-2-fluoro-phenoxy)-5-methyl-N-[rac-1-[(2,4-dimethylphenyl)methyl]-2-(1,3-dioxoisoindolin-2-yl)oxy-ethyl]pyridazine-4-carboxamide ClC1=C(C(=C(N=N1)OC1=C(C(=CC=C1)C1CC1)F)C(=O)N[C@@H](CON1C(C2=CC=CC=C2C1=O)=O)CC1=C(C=C(C=C1)C)C)C |r|